BrC=1C=CC(=C(C1)COCCC1=C(C=CC(=C1)Cl)COC1=NC(=CC=C1)Cl)I 2-[[2-[2-[(5-bromo-2-iodo-phenyl)methoxy]ethyl]-4-chloro-phenyl]methoxy]-6-chloro-pyridine